(S)-(6-(5-chloro-1H-pyrazol-4-yl)-1-(2-(ethyl(methyl)amino)ethyl)-1H-indol-3-yl)(6-methoxychroman-3-yl)methanone dihydrochloride Cl.Cl.ClC1=C(C=NN1)C1=CC=C2C(=CN(C2=C1)CCN(C)CC)C(=O)[C@@H]1COC2=CC=C(C=C2C1)OC